2-(2-furyl)pyrazolo[1,5-a]pyrimidin-5-ol O1C(=CC=C1)C1=NN2C(N=C(C=C2)O)=C1